3-(1-(3-bromophenyl)-3-(methylsulfonyl)cyclobutyl)-4-methyl-4H-1,2,4-triazole BrC=1C=C(C=CC1)C1(CC(C1)S(=O)(=O)C)C1=NN=CN1C